FC1=C(C(=CC=C1)C(F)(F)F)C1=C(C=CC=C1C(F)(F)F)F 2,2'-difluoro-6,6'-bis(trifluoromethyl)biphenyl